N1(CCCCC1)CC=CC(=O)N 4-(piperidin-1-yl)but-2-enamide